C(CCC)N(CCCC)[Ta]N(CCCC)CCCC bis(di-Butylamino)Tantalum